tert-butyl (6-(2-(4-bromopyridin-2-yl)-1-hydroxy-2-methylpropyl)pyridin-3-yl)carbamate BrC1=CC(=NC=C1)C(C(O)C1=CC=C(C=N1)NC(OC(C)(C)C)=O)(C)C